BrC=1C=C2C(OCC=3C=CC(=CC3C3=C(C=C(C(NS(C(C1OC)=C2)(=O)=O)=C3)F)F)F)=O 13-Bromo-4,19,21-trifluoro-14-methoxy-16,16-dioxo-9-oxa-16λ6-thia-17-azatetracyclo[16.3.1.111,15.02,7]tricosa-1(21),2(7),3,5,11,13,15(23),18(22),19-nonaen-10-one